3-[[3-(4-methylpiperazine-1-yl)propyl]dimethylsilyl]styrene CN1CCN(CC1)CCC[Si](C=1C=C(C=C)C=CC1)(C)C